6-[(E)-2-ethoxyvinyl]-N-{[4-(1-methyl-1H-pyrazol-4-yl)phenyl]methyl}pyrimidin-4-amine C(C)O/C=C/C1=CC(=NC=N1)NCC1=CC=C(C=C1)C=1C=NN(C1)C